C(=CC)C=1N=NN(C1C(=O)NC(C)C1=CC=C(C(=O)O)C=C1)CC1=CC=C(C=C1)C(F)(F)F 4-(1-(4-(prop-1-en-1-yl)-1-(4-(trifluoromethyl)benzyl)-1H-1,2,3-triazole-5-carboxamido)ethyl)benzoic acid